5-bromo-3-{3-[(tert-butyldiphenylsilyl)oxy]-2,2-dimethylpropyl}-1-ethyl-2-{2-[(1S)-1-methoxyethyl]pyridin-3-yl}indole BrC=1C=C2C(=C(N(C2=CC1)CC)C=1C(=NC=CC1)[C@H](C)OC)CC(CO[Si](C1=CC=CC=C1)(C1=CC=CC=C1)C(C)(C)C)(C)C